C(C=C)C1=C(C=CC=C1)C 1-allyl-2-methyl-benzene